β-ketobutyramide O=C(CC(=O)N)C